3-hydroxy-3-methylbutoxy-androst-5,7-diene-1,3-diol OC(CCOC[C@@]12CCC[C@H]1C1=CC=C3CC(CC([C@]3(C)[C@H]1CC2)O)O)(C)C